[CH2]C(C)CCC(CCCCCCCCCC[CH2])C 2-(λ3-methyl)-5-methyl-16λ3-hexadecane